(1S,3R)-3-({1-[2-(difluoromethoxy)-4-(trifluoromethyl)phenyl]pyrrolo[1,2-d][1,2,4]triazin-4-yl}amino)cyclohexan-1-ol FC(OC1=C(C=CC(=C1)C(F)(F)F)C=1C=2N(C(=NN1)N[C@H]1C[C@H](CCC1)O)C=CC2)F